COC(CCC=1N=C(N(C1)C1=CC=NC=C1)NC(C1=CC(=CC=C1)C=1C=NN(C1)COCC[Si](C)(C)C)=O)=O 3-(1-(pyridin-4-yl)-2-(3-(1-((2-(trimethylsilyl)ethoxy)methyl)-1H-pyrazol-4-yl)benzoylamino)-1H-imidazol-4-yl)propionic acid methyl ester